NC1=CC(C(NC1=NC=1C(=NN2C1C=CC=C2)N2CCOCC2)=NC=2C(=NN1C2C=CC=C1)N1CCOCC1)=N N,N'-(5-amino-3-iminopyridine-2,6(1H,3H)-diylidene)bis[2-(morpholin-4-yl)pyrazolo[1,5-a]pyridin-3-amine]